tert-butyl 6-(3-ethynyl-4-(5-methyl-1-(tetrahydro-2H-pyran-2-yl)-1H-indazol-4-yl) quinolin-2-yl)-2,6-diazaspiro[3.4]octane-2-carboxylate C(#C)C=1C(=NC2=CC=CC=C2C1C1=C2C=NN(C2=CC=C1C)C1OCCCC1)N1CC2(CN(C2)C(=O)OC(C)(C)C)CC1